CC1(N(CCC1)CCC(=O)NC=1C=C(C(=NC1)C)NC(=O)C1=NN=C2N1C=CC(=C2)C=2OC(=CC2)CO)C N-(5-(3-(2,2-dimethylpyrrolidin-1-yl)propanamido)-2-methylpyridin-3-yl)-7-(5-(hydroxymethyl)furan-2-yl)-[1,2,4]triazolo[4,3-a]pyridine-3-carboxamide